C(=CCCCC=C)O hept-1,6-dienol